1-(tert-butyl) 2-methyl 4-(bis(4-fluorophenyl)methyl)piperazine-1,2-dicarboxylate FC1=CC=C(C=C1)C(N1CC(N(CC1)C(=O)OC(C)(C)C)C(=O)OC)C1=CC=C(C=C1)F